4-nitrophenyl (S)-but-3-en-2-ylcarbamate C[C@@H](C=C)NC(OC1=CC=C(C=C1)[N+](=O)[O-])=O